2-(7-chloro-1,6-naphthyridin-2-yl)malonic acid 1-tert-butyl ester 3-ethyl ester C(C)OC(C(C(=O)OC(C)(C)C)C1=NC2=CC(=NC=C2C=C1)Cl)=O